(E)-tert-butyldimethyl-(4-phenylpent-3-enyloxy)silane C(C)(C)(C)[Si](OCC\C=C(/C)\C1=CC=CC=C1)(C)C